5-[7-chloro-4-(3,3-difluoro-4-methoxy-pyrrolidin-1-yl)pyrazolo[1,5-a]pyrazin-2-yl]-1H-pyrimidine-2,4-dione ClC1=CN=C(C=2N1N=C(C2)C=2C(NC(NC2)=O)=O)N2CC(C(C2)OC)(F)F